[(2-{[(1R,3S,5R,7S,10S)-3-methyl-8-oxo-10-[3-(pyridin-3-yl)azetidine-1-carbonyl]-9-azatricyclo[7.3.0.03,5]dodecan-7-yl]carbamoyl}-1-benzothiophen-5-yl)methyl]phosphonic acid C[C@@]12C[C@H]3CC[C@H](N3C([C@H](C[C@H]2C1)NC(=O)C=1SC2=C(C1)C=C(C=C2)CP(O)(O)=O)=O)C(=O)N2CC(C2)C=2C=NC=CC2